ClC=1C=C(C=CC1OCC1=NC=CC=C1)NC1=NC=C(C(=N1)C=1C=C(C2=C(N(C(=N2)C)C(C)C)C1)F)C N-(3-chloro-4-(pyridin-2-ylmethoxy)phenyl)-4-(4-fluoro-1-isopropyl-2-methyl-1H-benzoimidazol-6-yl)-5-methylpyrimidin-2-amine